ethyl 3-((1-(2,6-dioxopiperidin-3-yl)-2-oxo-1,2-dihydrobenzo[ctZ]indol-5-yl)methyl)benzoate O=C1NC(CCC1N1C(C2=C3CC(=C(C=C13)CC=1C=C(C(=O)OCC)C=CC1)C=C2)=O)=O